1-Tert-butyl N-[[4-[(1,3-dioxoisoindolin-2-yl)methyl]phenyl]methyl]-N-methyl-carbamate O=C1N(C(C2=CC=CC=C12)=O)CC1=CC=C(C=C1)CN(C(OC(C)(C)C)=O)C